(5s,7as)-5-((2-methoxyethoxy)methyl)-2-methylenetetrahydro-1H-pyrrolizin COCCOC[C@H]1N2CC(C[C@@H]2CC1)=C